C(C)(C)(C)[C@@H]1N(CCC(C1)(O)C(NC(CC=C)C1=CC=C(C=C1)F)=O)C(=O)OC1(COCC2=CC=C(C=C12)Br)C(S(=O)(=O)C1=CC=CC=C1)(F)F 6-bromo-4-(difluoro(benzenesulfonyl)methyl)isochroman-4-ol Rac-tert-butyl-(R)-4-((1-(4-fluorophenyl)but-3-en-1-yl)carbamoyl)-4-hydroxypiperidine-1-carboxylate